8-chloro-2-methyl-5-[[2-[(E)-3-(5-methyl-6-oxo-1-tetrahydropyran-2-yl-pyridazin-4-yl)allyl]-2-azaspiro[3.3]heptan-6-yl]methyl]phthalazin-1-one ClC=1C=CC(=C2C=NN(C(C12)=O)C)CC1CC2(CN(C2)C\C=C\C=2C=NN(C(C2C)=O)C2OCCCC2)C1